Tert-Butyl 2-(2,2-dimethylpropylsulfonyl)-2,6-diazaspiro[3.3]heptane-6-carboxylate CC(CS(=O)(=O)N1CC2(C1)CN(C2)C(=O)OC(C)(C)C)(C)C